C(CCC)N(C([C@@H](NC(C(CCCC)CC)=O)CCC(=O)O)=O)CCCC N-ethylhexanoyl-L-glutamic acid dibutylamide